FC(C=1C(=C(C=CC1)[C@@H](C)NC(=O)C=1C=C(C=C2CC(NC12)=O)C=1CCS(CC1)(=O)=O)F)F N-[(1R)-1-[3-(difluoromethyl)-2-fluoro-phenyl]ethyl]-5-(1,1-dioxo-3,6-dihydro-2H-thiopyran-4-yl)-2-oxo-indoline-7-carboxamide